Tert-butyl (trans-4-allyl-4-hydroxycyclohexyl)carbamate C(C=C)C1(CCC(CC1)NC(OC(C)(C)C)=O)O